O1C=C(C2=C1C=CC=C2)C[C@H](NS(=O)(=O)CC2=CC(=CC(=C2)[N+](=O)[O-])Cl)B(O)O (R)-2-(benzofuran-3-yl)-1-((3-chloro-5-nitrophenyl)methylsulfonylamino)ethylboronic acid